C(=O)(O)[C@@]1([C@H](OC)[C@H](OC(C2=CC=CC=C2)=O)[C@@H](CO)O1)N1C(=O)N(C(=O)C=C1)COCC1=CC=CC=C1 carboxy-3'-O-benzoyl-2'-O-methyl-N3-benzyloxymethyl-uridine